O1C(=CC2=C1C=CC=C2)C(=O)O Benzofuran-2-carboxylic acid